N[C@H](C1=NC2=C(N1COCC[Si](C)(C)C)C=CC(=C2)[C@H](NC(CCC(F)(F)F)=O)C2CC2)[C@H]2CC(CCC2)(F)F N-((R)-(2-((S)-Amino((R)-3,3-difluorocyclohexyl)methyl)-1-((2-(trimethylsilyl)ethoxy)methyl)-1H-benzo[d]imidazol-5-yl)(cyclopropyl)methyl)-4,4,4-trifluorobutanamide